C(C)[C@H]1COC2=C3C4=C(N(C(N14)=O)C)C=NC3=CC(=C2C=2C=NC(=CC2)OCCCN2CCCCC2)F (S)-10-ethyl-6-fluoro-2-methyl-7-(6-(3-(piperidin-1-yl)propoxy)pyridin-3-yl)-9,10-dihydro-8-oxa-2,4,10a-triazanaphtho[2,1,8-cde]azulen-1(2H)-one